tert-butyl(6-(3-(6-(3-(6-methyl-4-oxo-1,4-dihydropyrimidin-2-yl)ureido)hexyl) ureido)hexyl)carbamate C(C)(C)(C)OC(NCCCCCCNC(=O)NCCCCCCNC(=O)NC=1NC(=CC(N1)=O)C)=O